(S)-22-Amino-1-(7-fluoro-5-oxo-1-thioxo-1,2-dihydro-[1,2,4]triazolo[4,3-a]quinazolin-4(5H)-yl)-5,21-dioxo-8,11,14,17-tetraoxa-4,20-diazapentacosan-25-oic acid N[C@H](C(NCCOCCOCCOCCOCCC(NCCCN1C=2N(C3=CC=C(C=C3C1=O)F)C(NN2)=S)=O)=O)CCC(=O)O